[Cl-].[Cl-].[Cl-].CC1=C(C(=C(C1(C)[Ti+3])C)C)C mono(penta-methylcyclopentadienyl)titanium trichloride